Borane trifluoride [F-].[F-].[F-].B